CC1(C(C(C=2C1=CC1=CC=CC=C1C2NC2=CC=CC=1C3=CC=CC=C3CC21)(C)C)(C)C)C N-(1,1,2,2,3,3-hexamethyl-2,3-dihydro-1H-cyclopenta[b]Naphthalen-4-yl)-9H-fluoren-1-amine